N1-(2-(dimethylamino)ethyl)-N1-methyl-N4-(4-(7-methyl-1H-indol-3-yl)-5-(trifluoromethyl)pyrimidin-2-yl)-2-nitrobenzene-1,4-diamine CN(CCN(C1=C(C=C(C=C1)NC1=NC=C(C(=N1)C1=CNC2=C(C=CC=C12)C)C(F)(F)F)[N+](=O)[O-])C)C